ClC=1C=CC2=C(C3=C(C=4C5=C(C=NC24)SC2=C5C=CC=C2)C=CC=C3)C1 6-chlorodibenzo[f,h]benzo[4,5]thieno[2,3-c]quinoline